N[C@H](CC1=C(C=2N=NC=C(C2S1)NCC=1SC=CC1)C)CC1CC1 6-[(2S)-2-amino-3-cyclopropylpropyl]-7-methyl-N-[(thiophen-2-yl)methyl]thieno[3,2-c]pyridazin-4-amine